capric acid, calcium salt [Ca+2].[O-]C(=O)CCCCCCCCC.[O-]C(=O)CCCCCCCCC